5-[(2-Methylpropan-2-sulfinyl)amino]-5,7-dihydrospiro[cyclopenta[b]pyridine-6,4'-piperidine]-1'-carboxylic acid tert-butyl ester C(C)(C)(C)OC(=O)N1CCC2(CC1)C(C=1C(=NC=CC1)C2)NS(=O)C(C)(C)C